butyl 6-[7-(4-fluoro-2-methoxy-phenyl)-6-[1-[4-(hydroxymethyl)-1-prop-2-enoyl-4-piperidyl]pyrazol-4-yl]thieno[3,2-c]pyridin-4-yl]-3,4-dihydro-1H-isoquinoline-2-carboxylate FC1=CC(=C(C=C1)C=1C2=C(C(=NC1C=1C=NN(C1)C1(CCN(CC1)C(C=C)=O)CO)C=1C=C3CCN(CC3=CC1)C(=O)OCCCC)C=CS2)OC